C(C)C1=NC=2C(=NC(=CC2C)C)N1CC1=NC=C(C=N1)B(O)O 2-((2-ethyl-5,7-dimethyl-3H-imidazo[4,5-b]pyridin-3-yl)methyl)pyrimidin-5-ylboronic Acid